CN1CCC(CC1)CC(=O)OCCOCCOCCOCCOCC(COCCCCCCCC(=O)OC\C=C/CCCCCC)OCCCCCCCC(=O)OC\C=C/CCCCCC [(Z)-non-2-enyl] 8-[3-[2-[2-[2-[2-[2-(1-methyl-4-piperidyl)acetyl]oxyethoxy]ethoxy]ethoxy]ethoxy]-2-[8-[(Z)-non-2-enoxy]-8-oxo-octoxy]propoxy]octanoate